(S)-3-((tert-butyl-dimethylsilyl)oxy)-2-(5-(4-methoxy-3-propoxyphenyl)pyridin-3-yl)propan-1-ol [Si](C)(C)(C(C)(C)C)OC[C@H](CO)C=1C=NC=C(C1)C1=CC(=C(C=C1)OC)OCCC